5-methyl-5-propynyloxycarbonyl-1,3-dioxane CC1(COCOC1)C(=O)OC#CC